methyl 3-(1-(2-chloro-4-(trifluoromethyl) phenyl) pyrrolidin-2-yl)-2-fluorobenzoate ClC1=C(C=CC(=C1)C(F)(F)F)N1C(CCC1)C=1C(=C(C(=O)OC)C=CC1)F